6-(10-hydroxy-6-oxo-trans-1-undecenyl)-dihydroxybenzoic acid OC(CCCC(CCC/C=C/C1=CC=C(C(=C1C(=O)O)O)O)=O)C